3-(1-(3,4-Dichlorobenzyl)-1H-1,2,3-triazol-4-yl)-2-(4-(trifluoromethyl)phenyl)imidazo[1,2-a]pyridine ClC=1C=C(CN2N=NC(=C2)C2=C(N=C3N2C=CC=C3)C3=CC=C(C=C3)C(F)(F)F)C=CC1Cl